C(CCCCCCC)N(CCO)CCO 2,2'-(OCTYLIMINO)BIS(ETHANOL)